CC1=NC(=CC=C1NC(=O)C1C(CCCC1)C(=O)O)C=1N=NN(C1NC(=O)O[C@H](C)C1=CC=CC=C1)C 2-((2-methyl-6-(1-methyl-5-((((R)-1-phenylethoxy)carbonyl)amino)-1H-1,2,3-triazol-4-yl)pyridin-3-yl)carbamoyl)cyclohexane-1-carboxylic acid